2'-Ethoxy-N4-{[1-(methoxymethyl)cyclobutyl]methyl}-N4-methyl-5-nitro-6'-(trifluoromethyl)[2,4'-bipyridin]-4,6-diamine C(C)OC1=NC(=CC(=C1)C1=NC(=C(C(=C1)N(C)CC1(CCC1)COC)[N+](=O)[O-])N)C(F)(F)F